O([C@@H]1[C@H](O)[C@@H](O)[C@H](O)[C@H](O1)CO)[14CH3] [14C]Methyl α-D-glucopyranoside